BrC1=C2C=C3N(C2=C(C(=C1)Cl)Cl)CC(CC3)NC(OC(C)(C)C)=O tert-Butyl N-(1-bromo-3,4-dichloro-6,7,8,9-tetrahydropyrido[1,2-a]indol-7-yl)carbamate